C1(=CC=CC=C1)C(=O)N1CCC(CC1)CN1[C@H]([C@H]([C@@H]([C@H](C1)O)O)O)CO phenyl(4-(((2S,3R,4R,5S)-3,4,5-trihydroxy-2-(hydroxymethyl)piperidin-1-yl)methyl)piperidin-1-yl)methanone